1-{1-[4-chloro-4'-(4-ethylpiperazin-1-yl)[biphenyl]-2-yl]piperidin-3-yl}-5-(difluoromethyl)-1H-pyrazole-4-carboxylic acid hydrochloride Cl.ClC1=CC(=C(C=C1)C1=CC=C(C=C1)N1CCN(CC1)CC)N1CC(CCC1)N1N=CC(=C1C(F)F)C(=O)O